C(C)(C)(C)[SiH](Cl)C(C)(C)C Di-tert-butylchlorosilan